ClC=1C=C(C=C(C1OCC(CC)=O)C)C=1C(CC(NN1)=O)C 6-[3-chloro-5-methyl-4-(2-oxobutoxy)phenyl]-5-methyl-4,5-dihydro-2H-pyridazin-3-one